(5-bromo-4-methyl-3-nitropyridin-2-yl)ethanone BrC=1C(=C(C(=NC1)C(C)=O)[N+](=O)[O-])C